ClC1=CC=C(C=C1)NC(\C(=C(\C=1C=NOC1C)/O)\C#N)=O (Z)-N-(4-chlorophenyl)-2-cyano-3-hydroxy-3-(5-methylisoxazol-4-yl)acrylamide